4-(2-cyclopropyl-2-oxoethyl)-9-fluoro-N-(2-methoxybenzyl)-3-methyl-5-oxo-2,3,4,5-tetrahydrobenzofuro[2,3-f][1,4]oxazepine-3-carboxamide C1(CC1)C(CN1C(COC2=C(C1=O)OC1=C2C=C(C=C1)F)(C(=O)NCC1=C(C=CC=C1)OC)C)=O